O=C1NC(CCC1N1C(C2=CC=CC(=C2C1=O)NC1CCC(CC1)CN1N=CC(=C1)C(=O)OCC1=CC=CC=C1)=O)=O benzyl 1-{[(1r,4r)-4-{[2-(2,6-dioxopiperidin-3-yl)-1,3-dioxo-2,3-dihydro-1H-isoindol-4-yl]amino}cyclohexyl]methyl}-1H-pyrazole-4-carboxylate